BrC1=C(C=C(C=C1C)N1N=CC(=C1C1=CC=CC=C1)C(=O)OCC)C 2-(+)-Ethyl 1-(4-bromo-3,5-dimethyl-phenyl)-5-phenyl-pyrazole-4-carboxylate